(S)-4-nitrophenyl ((2-(2-methoxy-7-methylquinoxalin-5-yl)-7,8-dihydrobenzofuro[5,4-d]thiazol-7-yl)methyl)carbamate COC1=NC2=CC(=CC(=C2N=C1)C=1SC2=C(N1)C=CC1=C2C[C@H](O1)CNC(OC1=CC=C(C=C1)[N+](=O)[O-])=O)C